C(C)(=O)O[C@H](C(=O)Cl)C (S)-2-(acetoxy)propionyl chloride